OC1C[C@@H](NC1)C(=O)NCC1=CC=C(C=C1)C(F)(F)F 4-hydroxy-N-(4-(trifluoromethyl)benzyl)-D-prolinamide